C(C)(C)(C)OC(=O)N1[C@@H](CN(CC1)CC1CCN(CC1)C1=CC=C2C(=NN(C2=C1)C)C1C(NC(CC1)=O)=O)CO tert-butyl-(2S)-4-((1-(3-(2,6-dioxopiperidin-3-yl)-1-methyl-1H-indazol-6-yl)piperidin-4-yl)methyl)-2-(hydroxymethyl)piperazine-1-carboxylate